(3S)-N-[4-methyl-3-[2-(morpholin-4-yl)-6-[[(2S)-1,1,1-trifluoro-3-hydroxypropan-2-yl]amino]pyridin-4-yl]phenyl]-3-(2,2,2-trifluoroethyl)pyrrolidine-1-carboxamide CC1=C(C=C(C=C1)NC(=O)N1C[C@@H](CC1)CC(F)(F)F)C1=CC(=NC(=C1)N[C@H](C(F)(F)F)CO)N1CCOCC1